phenyl 1H-1,2,3-benzotriazole-5-carboxylate N1N=NC2=C1C=CC(=C2)C(=O)OC2=CC=CC=C2